1-((3ar,5s,6as)-5-(3-(pyrimidin-4-yl)phenoxy)-octahydrocyclopenta[c]pyrrole-2-carbonyl)-1H-pyrazole-3-carboxylic acid tert-butyl ester C(C)(C)(C)OC(=O)C1=NN(C=C1)C(=O)N1C[C@@H]2[C@H](C1)CC(C2)OC2=CC(=CC=C2)C2=NC=NC=C2